11-Hydroxy-heptadecanoic acid OC(CCCCCCCCCC(=O)O)CCCCCC